BrC1=CC(=NC=C1)NC(CCN1CCOC2(CN(C2)C)C1)=O N-(4-bromopyridin-2-yl)-3-{2-methyl-5-oxa-2,8-diazaspiro[3.5]non-8-yl}propionamide